4-hydroxy-alpha'-[(tert-butylamino)methyl]-1,3-benzenedimethanol sulphate S(=O)(=O)(O)O.OC1=C(C=C(C=C1)CO)C(O)CNC(C)(C)C